1-(4-bromophenyl)-3-cyclopentyl-1,6-dihydro-7H-pyrazolo[3,4-c]Pyridin-7-one BrC1=CC=C(C=C1)N1N=C(C2=C1C(NC=C2)=O)C2CCCC2